OC1=NC(N(C2=CC(=CC=C12)C(F)(F)F)[C@H](C)C=1N=CSC1)=O (R)-4-hydroxy-1-(1-(thiazol-4-yl)ethyl)-7-(trifluoromethyl)quinazolin-2(1H)-one